CC(C)(C1=CC(=C(C=C1)O)CC=C)C1=CC(=C(C=C1)O)CC=C 4,4'-(propane-2,2-diyl)-bis(2-allylphenol)